dibutoxyzirconium C(CCC)O[Zr]OCCCC